CC1=NC=CC(=C1)C1=C(N=C2N1C=CC=N2)C2=CC1=C(OC(CN1)=O)C=C2 6-(3-(2-Methylpyridin-4-yl)imidazo[1,2-a]pyrimidin-2-yl)-3,4-dihydro-2H-benzo[b][1,4]oxazin-2-one